[C@H]12CCC#CCC[C@@H]2C1CN(C(=O)O[C@@H]1[C@H](C[C@@H](C1)N=[N+]=[N-])CO)CCOCCOCCN (1S,2R,4S)-4-azido-2-(hydroxymethyl)cyclopentanol ((1R,8S,9s)-bicyclo[6.1.0]non-4-yn-9-yl)methyl-(2-(2-(2-aminoethoxy)ethoxy)ethyl)carbamate